COC1=C(C(=O)N)C=CC(=C1)C1=NC(=CN=C1)C=1SC=C(C1)NC(CCCC)=O 2-methoxy-4-(6-(4-pentanamidothiophen-2-yl)pyrazin-2-yl)benzamide